methyl (1R,2S,5S)-3-((S)-3,3-dimethyl-2-pivalamidobutanoyl)-6,6-dimethyl-3-azabicyclo[3.1.0]hexane-2-carboxylate CC([C@@H](C(=O)N1[C@@H]([C@H]2C([C@H]2C1)(C)C)C(=O)OC)NC(C(C)(C)C)=O)(C)C